[P].O=CC1=CC(OC)=C(O)C=C1 vanillin phosphorus